p-methyl-isopropyl-benzene CC1=CC=C(C=C1)C(C)C